C(CCC)/C(/C(=O)O)=C\C1=CC(OC)=C(O)C=C1 n-butyl-ferulic acid